(isoxazol-3-yl)acetonitrile O1N=C(C=C1)CC#N